dimethyl-2-(3-chloro-2-fluorophenyl)-1H-imidazole-5-carboxylic acid ethyl ester C(C)OC(=O)C1=C(N=C(N1C)C1=C(C(=CC=C1)Cl)F)C